N-(3-(5-fluoropyrimidin-2-yl)-4-(trifluoromethyl)phenyl)-7-azabicyclo[4.1.1]octane-7-carboxamide FC=1C=NC(=NC1)C=1C=C(C=CC1C(F)(F)F)NC(=O)N1C2CCCCC1C2